OC1(C(C(O)=O)(O)O[C@H]([C@@H]([C@H]1O)N)[C@H](O)[C@H](OC(C(O)C)=O)CO)C(C)=O hydroxy-acetyl-8-O-lactyl-neuraminic acid